C(#N)C1=C(C=CC=C1)[C@@H]([C@H](C)C=1N(C(C(=C(N1)C(=O)NC=1C=NOC1)O)=O)C(C)C)C=1C=NN(C1)C 2-((1R,2S)-1-(2-cyanophenyl)-1-(1-methyl-1H-pyrazol-4-yl)propan-2-yl)-5-hydroxy-1-isopropyl-N-(isoxazol-4-yl)-6-oxo-1,6-dihydropyrimidine-4-carboxamide